Cl.CN1CCC1 (S)-methylazetidine hydrochloride